2-((1-(3-((1r,3r)-3-Hydroxycyclobutyl)-2-(isoindolin-2-yl)-6-methyl-4-oxo-3,4-dihydroquinazolin-8-yl)ethyl)amino)benzoic acid OC1CC(C1)N1C(=NC2=C(C=C(C=C2C1=O)C)C(C)NC1=C(C(=O)O)C=CC=C1)N1CC2=CC=CC=C2C1